N1(CCNCC1)CC1=CC(=C(C(=O)N)C=C1)C(F)(F)F 4-(piperazin-1-ylmethyl)-2-(trifluoromethyl)benzamide